C(CCC)NC(=O)NC1=CC=C(C=C1)CN1C(N(C(C1(C)C)=O)COCC[Si](C)(C)C)=O 1-Butyl-3-(4-((5,5-dimethyl-2,4-dioxo-3-((2-(trimethylsilyl)ethoxy)methyl)imidazolidin-1-yl)methyl)phenyl)urea